(4-bromo-6-fluoro-3-methyl-2-oxo-benzoimidazol-1-yl)-1-[(4-methoxyphenyl)methyl]Piperidine-2,6-dione BrC1=CC(=CC=2N(C(N(C21)C)=O)C2C(N(C(CC2)=O)CC2=CC=C(C=C2)OC)=O)F